FC=1C=C(C=C(C1)F)C1=CC(=CC=C1)C[C@@H]1N(CC[C@@H]1NS(=O)(=O)CC)C(=O)N(C)CC (2S,3S)-2-((3',5'-difluorobiphenyl-3-yl)methyl)-N-ethyl-3-((ethylsulfonyl)amino)-N-methylpyrrolidine-1-carboxamide